1-(tert-butyl) 3-methyl 3-((6-((tert-butoxycarbonyl)amino)-4-methoxypyridazin-3-yl)methyl)-5,5-difluoro-2-oxopiperidine-1,3-dicarboxylate C(C)(C)(C)OC(=O)NC1=CC(=C(N=N1)CC1(C(N(CC(C1)(F)F)C(=O)OC(C)(C)C)=O)C(=O)OC)OC